1H-tetrazol-1-yl-5,6-dihydro-4H-cyclopenta[b]thiophene-3-carboxamide N1(N=NN=C1)C1=C(C2=C(S1)CCC2)C(=O)N